methyl 2-((S)-3-chloro-2-hydroxypropyl)-2,5-dihydro-1H-pyrrole-2-carboxylate ClC[C@H](CC1(NCC=C1)C(=O)OC)O